C(C(=C)C)(=O)OC(CCCCC)OC(C(=C)C)=O hexanediol di(methacrylate)